piperazine isoferulate salt C(\C=C\C1=CC(O)=C(OC)C=C1)(=O)O.N1CCNCC1